OCC1(CC(NCC1)=O)C(=O)NCC(=O)OC Methyl (4-(hydroxymethyl)-2-oxopiperidine-4-carbonyl)glycinate